(5-methylpiperidin-3-yl)methanol CC1CC(CNC1)CO